C(CCCCCCCCCCCCCCCCCCCCCCCCCCCCCCCCC)O 1-tetratriacontanol